NC1=NN2C(C(CCC2)=O)=C1Br 2-Amino-3-bromo-6,7-dihydropyrazolo[1,5-a]pyridin-4(5H)-one